Fluorenylmethoxycarbonyl-L-proline C1(=CC=CC=2C3=CC=CC=C3CC12)COC(=O)N1[C@@H](CCC1)C(=O)O